(1r,3as,6ar)-5-(6-cyano-1-methyl-2-oxo-1,2-dihydro-1,5-naphthyridin-4-yl)-1-methyl-hexahydropyrrolo[3,4-c]pyrrole-2(1H)-carboxylic acid tert-butyl ester C(C)(C)(C)OC(=O)N1[C@@H]([C@H]2CN(C[C@H]2C1)C1=CC(N(C2=CC=C(N=C12)C#N)C)=O)C